FC(C1=CC=CC(=N1)C=O)(F)F [6-(trifluoromethyl)-2-pyridyl]methanone